4-((5-chloro-3-fluoropyridin-2-yl)oxy)-3-fluorobenzonitrile ClC=1C=C(C(=NC1)OC1=C(C=C(C#N)C=C1)F)F